ClC1=CC=C(C=C1)C1=C(CCC(C1)(C)C)CN1CC2CCC(C1)N2CC=2C=C1C(N(C(C1=CC2)=O)C2C(NC(CC2)=O)=O)=O 5-((3-((4'-chloro-5,5-dimethyl-3,4,5,6-tetrahydro-[1,1'-biphenyl]-2-yl)methyl)-3,8-diazabicyclo[3.2.1]octan-8-yl)methyl)-2-(2,6-dioxopiperidin-3-yl)isoindoline-1,3-dione